(3-Methoxy-4-methylpyridin-2-yl)methanamine COC=1C(=NC=CC1C)CN